C1(CC1)C1=C(C=CC(=C1)N1CCNCC1)NC1=NC=C(C(=N1)NCCCN1C(COCCC1)=O)C(F)(F)F 4-(3-((2-((2-cyclopropyl-4-(piperazin-1-yl)phenyl)amino)-5-(trifluoromethyl)pyrimidin-4-yl)amino)propyl)-1,4-oxazepan-3-one